FC(CC=1C2=C(SC1C#CC)C(=CC=C2)NC2CCN(CC2)C)F 3-(3-(2,2-difluoroethyl)-7-((1-methylpiperidin-4-yl)amino)benzo[b]thiophen-2-yl)prop-2-yn